C(C1=CC=CC=C1)O[C@H](COCC[C@@H](OC=1C=C(C=NC1)C1=NN(C2=CC=C(C=C12)O[Si](C)(C)C(C)(C)C)C1OCCCC1)C)C [3-[5-[(1S)-3-[(2S)-2-benzyloxypropoxy]-1-methyl-propoxy]-3-pyridyl]-1-tetrahydropyran-2-yl-indazol-5-yl]oxy-tert-butyl-dimethyl-silane